succinic acid succinate C(CCC(=O)O)(=O)O.C(CCC(=O)O)(=O)O